N-[6-[4-(2,2-Difluoroethyl)piperazin-1-yl]-2-(hydroxymethyl)-2-methyl-3H-benzofuran-5-yl]pyrazolo[1,5-a]pyrimidine-3-carboxamide FC(CN1CCN(CC1)C1=CC2=C(CC(O2)(C)CO)C=C1NC(=O)C=1C=NN2C1N=CC=C2)F